3-(2-cyano-N-ethyl-acetamido)benzoic acid methyl ester COC(C1=CC(=CC=C1)N(C(CC#N)=O)CC)=O